tert-octylperoxyisobutyl monocarbonate C(OC(C(C)C)OOC(C)(C)CC(C)(C)C)([O-])=O